2,4-dimethyl-3-hexyl acrylate C(C=C)(=O)OC(C(C)C)C(CC)C